3-tert-Butyl-[1,2,4]oxadiazole-5-carboxylic acid {2-[2-(1,5-dimethyl-1H-pyrazol-3-yl)-3H-imidazo[4,5-b]pyridin-7-yl]-6,7,8,9-tetrahydro-5H-benzocyclohepten-5-yl}-amide CN1N=C(C=C1C)C1=NC=2C(=NC=CC2C=2C=CC3=C(CCCCC3NC(=O)C3=NC(=NO3)C(C)(C)C)C2)N1